5-amino-1-tert-butyl-N-{3-[7-chloro-3-(2,2,2-trifluoroethyl)pyrazolo[1,5-a]pyridin-2-yl]prop-2-yn-1-yl}-1H-pyrazole-4-carboxamide NC1=C(C=NN1C(C)(C)C)C(=O)NCC#CC1=NN2C(C=CC=C2Cl)=C1CC(F)(F)F